FC=1C(=C(C=CC1)O)C=1N=NC(=C2C1C=NC=C2)N[C@H]2[C@@H](CCCC2)O 3-fluoro-2-(1-(((1R,2R)-2-hydroxycyclohexyl)amino)pyrido[3,4-d]pyridazin-4-yl)phenol